C1(CCCCC1)ON1C(CC(CC1(C)C)CCCCNC1=NC(=NC(=N1)NCCCCC1CC(N(C(C1)(C)C)OC1CCCCC1)(C)C)NCCO)(C)C 2,4-bis[(1-cyclohexyloxy-2,2,6,6-tetramethylpiperidin-4-yl)butylamino]-6-(2-hydroxy-ethyl)amino-s-triazine